C(C)N(C(=O)C1(CCN(CC1)C1=CN=NC(=C1)C1=C(C=CC=C1)OCOC)C1=CC=CC=C1)C1CCN(CC1)C(=O)OC(C)(C)C tert-butyl 4-(N-ethyl-1-{6-[2-(methoxymethoxy)phenyl]pyridazin-4-yl}-4-phenylpiperidine-4-amido)piperidine-1-carboxylate